6-[6-(3-cyclopropyl-1,2,4-triazol-1-yl)-2-azaspiro[3.3]heptane-2-carbonyl]-2,6-diazaspiro[3.3]heptane-2-carboxylic acid tert-butyl ester C(C)(C)(C)OC(=O)N1CC2(C1)CN(C2)C(=O)N2CC1(C2)CC(C1)N1N=C(N=C1)C1CC1